1-(5-((4-(5-(5H-pyrido[4,3-b]indol-7-yl)pyridin-2-yl)piperazin-1-yl)methyl)-1-oxoisoindolin-2-yl)dihydropyrimidine-2,4(1H,3H)-dione C1=NC=CC=2NC=3C=C(C=CC3C21)C=2C=CC(=NC2)N2CCN(CC2)CC=2C=C1CN(C(C1=CC2)=O)N2C(NC(CC2)=O)=O